C(=O)(O)N Carboxyl-Amine